tert-Butyl 3-(4-((S)-2-hydroxypropoxy)-7-(thiazol-2-yl)benzo[d]oxazol-2-yl)-3,6-diazabicyclo[3.1.1]heptane-6-carboxylate O[C@H](COC1=CC=C(C2=C1N=C(O2)N2CC1N(C(C2)C1)C(=O)OC(C)(C)C)C=1SC=CN1)C